NC=1N=CC(=NC1OC(C)C1=C(C(=CC=C1Cl)F)Cl)C1=CC=C(C=C1)C(=O)N1C[C@H](N[C@H](C1)C)C (4-{5-amino-6-[1-(2,6-dichloro-3-fluoro-phenyl)-ethoxy]-pyrazin-2-yl}-phenyl)-((3r,5s)-3,5-dimethyl-piperazin-1-yl)-methanone